C1(CC1)N1CCN(CC1)C1CCC(CC1)NC(=O)C1=CC2=C(N(N=C2C)C2CCC(CC2)(F)F)S1 N-((1r,4r)-4-(4-cyclopropylpiperazin-1-yl)cyclohexyl)-1-(4,4-difluorocyclohexyl)-3-methyl-1H-thieno[2,3-c]pyrazole-5-carboxamide